C(#N)C1=CC(=C(COC=2C=CC3=C(N4[C@@H](COC3)CNCC4)N2)C=C1)F (R)-2-((4-cyano-2-fluorobenzyl)oxy)-7a,8,10,11-tetrahydro-5H-pyrazino[2,1-c]pyrido[2,3-e][1,4]oxazepine